2-methyl-4-({4-[({2-[methyl(methylsulfonyl)amino]pyridin-3-yl}methyl)amino]-5-(trifluoromethyl)pyrimidin-2-yl}amino)benzamide CC1=C(C(=O)N)C=CC(=C1)NC1=NC=C(C(=N1)NCC=1C(=NC=CC1)N(S(=O)(=O)C)C)C(F)(F)F